ClC=1C=C(C=C2C=CC=NC12)C=1N=C(C=NC1C1=CC=CC=C1)OCCN1C=C(C=C1)C(F)(F)F 5-(8-chloroquinolin-6-yl)-6-phenyl-3-(2-(3-(trifluoromethyl)-1H-pyrrol-1-yl)ethoxy)pyrazin